1,1,1,3-tetrafluoro-3-chloropentane FC(CC(CC)(Cl)F)(F)F